5-chloro-2-(oxiran-2-ylmethoxy)benzaldehyde ClC=1C=CC(=C(C=O)C1)OCC1OC1